FC(COC=1OC=CC1)(F)F 2-furyl 2,2,2-trifluoroethyl ether